FS(C1=CC=C(C=C1)N[C@@H]1CC[C@H](CC1)S(=O)(=O)C1=CC=C(C=C1)C=1C=C(C=2N(C1)C=CN2)N)(F)(F)(F)F 6-(4-{[trans-4-{[4-(pentafluoro-λ6-sulfanyl)phenyl]amino}cyclohexyl]sulfonyl}phenyl)imidazo[1,2-a]pyridin-8-amine